3-Chloro-2''-(3,5-dimethyl-1H-1,2,4-triazol-1-yl)-3',3''-difluoro-5',6-dimethyl-2-oxo-2H-[1,4':2',4''-terpyridin]-4-yl trifluoromethanesulfonate FC(S(=O)(=O)OC1=C(C(N(C(=C1)C)C1=C(C(=NC=C1C)C1=C(C(=NC=C1)N1N=C(N=C1C)C)F)F)=O)Cl)(F)F